N4-(1-isopropylpiperidine-4-yl)-6-methoxy-N2,N2-dimethyl-7-(4-(pyrrolidine-1-yl)but-1-yn-1-yl)quinazoline-2,4-diamine C(C)(C)N1CCC(CC1)NC1=NC(=NC2=CC(=C(C=C12)OC)C#CCCN1CCCC1)N(C)C